L-argininate N[C@@H](CCCNC(N)=N)C(=O)[O-]